C(C)(=O)OC1(CN(C1)C(=O)OCC1=CC=CC=C1)C1=CC(=C(C=C1)CN1N=C(C=2N=C(N=C(C21)NCCCC)NC(=O)OC)Br)OC benzyl 3-acetoxy-3-(4-((3-bromo-7-(butylamino)-5-((methoxycarbonyl)amino)-1H-pyrazolo[4,3-d]pyrimidin-1-yl)methyl)-3-methoxyphenyl)-azetidine-1-carboxylate